tert-butyl 6-(5-chloro-2-fluorophenyl)-8-({2-[3-(4-methylpiperazin-1-yl)propanamido]pyridin-4-yl}amino)-2H,3H,4H-pyrido[3,2-b][1,4]oxazine-4-carboxylate ClC=1C=CC(=C(C1)C=1C=C(C=2OCCN(C2N1)C(=O)OC(C)(C)C)NC1=CC(=NC=C1)NC(CCN1CCN(CC1)C)=O)F